C(C(C)C)C=CC1=CC=CC=C1 β-isobutylstyrene